O[C@H]1C[C@H]2[C@@H]3CC[C@H]([C@@H](CCCC(C)C)C)[C@]3(CC[C@@H]2[C@]2(CCCC[C@H]12)C)C 6α-hydroxy-5α-cholestane